C(CCCC)C1=C(C=O)C=CC=C1 o-amyl-benzaldehyde